CC1=C(C(=O)C2=CC=CC=C2)C=CC=C1C 2,3-dimethylbenzophenone